CC(CC)(CC)C 3,3-Dimethylpentan